methyl Perfluorooctanoate FC(C(=O)OC)(C(C(C(C(C(C(F)(F)F)(F)F)(F)F)(F)F)(F)F)(F)F)F